C(C)(C)C1=C2C=C(N=CC2=C(C=C1)N1[C@@H]([C@H](C1)CS(=O)(=O)C)C)NC1=NC(=NC=C1)C=1C=NN(C1)C1(CC1)OC 5-isopropyl-N-(2-(1-(1-methoxycyclopropyl)-1H-pyrazol-4-yl)pyrimidin-4-yl)-8-((2R,3S)-2-methyl-3-((methanesulfonyl)methyl)azetidin-1-yl)isoquinolin-3-amine